C(C)N1N=C(C(=C1)C1=C(C=CC=C1)[C@H]1C2=C(CN(C1)C(\C=C\CNC1(CC1)C)=O)SC(=C2)C#N)C(F)(F)F (S,E)-4-(2-(1-Ethyl-3-(trifluoromethyl)-1H-pyrazol-4-yl)phenyl)-6-(4-((1-methylcyclopropyl)amino)but-2-enoyl)-4,5,6,7-tetrahydrothieno[2,3-c]pyridine-2-carbonitrile